ClC=1C=C(C=CC1F)[C@H](NC(=O)N1[C@@H](C(NCC1)=O)C)[C@@H]1C[C@H](C1)C(F)(F)F |o1:8| (2R)-N-((R or S)-(3-chloro-4-fluorophenyl)-(trans-3-(trifluoro-methyl)-cyclobutyl)-methyl)-2-methyl-3-oxopiperazine-1-carboxamide